2-chloro-N-(2-fluoro-4-methyl-3-(2-(methylamino)-8,9-dihydroimidazo[1',2':1,6]pyrido[2,3-d]pyrimidin-6-yl)phenyl)benzenesulfonamide ClC1=C(C=CC=C1)S(=O)(=O)NC1=C(C(=C(C=C1)C)C1=CC2=C(N=C(N=C2)NC)N2C1=NCC2)F